glycerol monoeicosenoate C(C=CCCCCCCCCCCCCCCCCC)(=O)OCC(O)CO